CC1=CC=C(C=C1)C(C1=CC=CC=2C3=CC=CC=C3CC12)(C1C=CC=C1)C1=CC=C(C=C1)C bis(4-methylphenyl)(cyclopentadienyl)(fluorenyl)methane